CSC=1NC(C2=C(N1)NC=C2)=O 2-(methylthio)-3,7-dihydro-4H-pyrrolo[2,3-d]pyrimidin-4-one